(4-((6-carbamoyl-2-methyl-1H-benzo[d]imidazol-1-yl)methyl)phenyl)boronic acid C(N)(=O)C=1C=CC2=C(N(C(=N2)C)CC2=CC=C(C=C2)B(O)O)C1